C1(CCCC1)N1C(C(N(CC1)CC1=CC(=NO1)C1=CC=CC=C1)=O)=O 1-cyclopentyl-4-((3-phenylisoxazol-5-yl)methyl)piperazine-2,3-dione